Ethyl (R)-2-chloro-7-isopropyl-3-(3-methoxypropoxy)-11-oxo-6,7-dihydro-11H-benzo[f]pyrido[1,2-d][1,4]oxazepine-10-carboxylate ClC=1C(=CC2=C(C=3N([C@@H](CO2)C(C)C)C=C(C(C3)=O)C(=O)OCC)C1)OCCCOC